C(C)NC(=O)NC1=CC(=NO1)CC1CCN(CC1)C=1C(=NC(=CC1)N1N=CC=C1)F 1-ethyl-3-(3-((1-(2-fluoro-6-(1H-pyrazol-1-yl)pyridin-3-yl)piperidin-4-yl)methyl)isoxazol-5-yl)urea